3-((1r,3R,5S,7S)-3,5-dimethyladamantan-1-yl)urea C[C@]12CC3(CC(C[C@@](C1)(C3)C)C2)NC(N)=O